ClC1=C(OC2=C(N=C(S2)C#N)C)C=CC(=C1)N1N=CN(C1=O)CC1=C(C=CC=C1F)F 5-(2-Chloro-4-(4-(2,6-difluorobenzyl)-5-oxo-4,5-dihydro-1H-1,2,4-triazol-1-yl)phenoxy)-4-methylthiazole-2-carbonitrile